COC(=O)C=1N(N=CN1)C1CNCC1 2-Pyrrolidin-3-yl-1,2,4-triazole-3-carboxylic acid methyl ester